BrC1=C2C=CN=CC2=CC(=C1)C1=C(C=CC=C1C)Cl 5-bromo-7-(2-chloro-6-methyl-phenyl)isoquinoline